5-[4-(dimethylamino)piperidin-1-yl]-N-{8-fluoro-2-methylimidazo[1,2-a]pyridin-6-yl}-2-(2-methoxyethoxy)quinoline-8-carboxamide CN(C1CCN(CC1)C1=C2C=CC(=NC2=C(C=C1)C(=O)NC=1C=C(C=2N(C1)C=C(N2)C)F)OCCOC)C